N-(3,5-dichloro-4-((1-cyclopropyl-1H-benzo[d]imidazol-6-yl)oxy)phenyl)-5-oxo-4,5-dihydro-1,2,4-oxadiazole-3-carboxamide ClC=1C=C(C=C(C1OC=1C=CC2=C(N(C=N2)C2CC2)C1)Cl)NC(=O)C1=NOC(N1)=O